CC1=C(C(=CC=C1)N)N 3-methyl-1,2-benzene-diamine